FC1=C(C(=C(C(=C1F)F)F)F)[B-](C1=C(C(=C(C(=C1F)F)F)F)F)(C1=C(C(=C(C(=C1F)F)F)F)F)C1=C(C(=C(C(=C1F)F)F)F)F.C(CCCCCCCCCCC)[NH+](CCCCCCCCCCCC)C1=C(C=CC=C1)C N,N-didodecyl-toluyl-ammonium [tetra(perfluorophenyl) borate]